C(C)(C)(C)OC(NC(C(=O)NCCO)CSC(C1=CC=CC=C1)(C1=CC=CC=C1)C1=CC=CC=C1)=O (1-((2-hydroxyethyl)amino)-1-oxo-3-(tritylthio)propan-2-yl)carbamic acid tert-butyl ester